CC1(OC2=CC=C(C=C2[C@H](C1)N)C=C)C (S)-2,2-dimethyl-6-vinylchroman-4-amine